NC1=C2C(=NC=N1)N(N=C2C2=CC=C(C=C2)OC2=CC=CC=C2)C2CCN(CC2)CC2=CC(=NC=C2F)C2C(NC(CC2)=O)=O 3-(4-((4-(4-amino-3-(4-phenoxyphenyl)-1H-pyrazolo[3,4-d]pyrimidin-1-yl)piperidin-1-yl)methyl)-5-fluoropyridin-2-yl)piperidine-2,6-dione